(R)-5'-C-Azidopropyl-3'-O-[(1,1-dimethylethyl)diphenylsilyl]-2'-O-methyl-uridine N(=[N+]=[N-])CCCC([C@@H]1[C@H]([C@H]([C@@H](O1)N1C(=O)NC(=O)C=C1)OC)O[Si](C1=CC=CC=C1)(C1=CC=CC=C1)C(C)(C)C)O